1-(1-carbonyl-1,2-dihydro-isoquinoline-5-yl)-N-(pyrazolo[1,5-a]pyridine-6-yl)-5-(trifluoromethyl)-1H-pyrazole-4-carboxamide C(=O)=C1NC=CC2=C(C=CC=C12)N1N=CC(=C1C(F)(F)F)C(=O)NC=1C=CC=2N(C1)N=CC2